3-[4-[4-(1-Hydroxy-6-methoxyhexyl)phenyl]phenyl]-1-phenylprop-2-en-1-one OC(CCCCCOC)C1=CC=C(C=C1)C1=CC=C(C=C1)C=CC(=O)C1=CC=CC=C1